ClC1=NNC2=NC=CC(=C21)C2=C1N(N=C2C2=NC=C(C=C2)F)C[C@]2(C(C2)(F)F)C1 (S)-3-(3-Chloro-1H-pyrazolo[3,4-b]pyridin-4-yl)-1',1'-difluoro-2-(5-fluoro-2-pyridyl)spiro[4,6-dihydropyrrolo[1,2-b]pyrazole-5,2'-cyclopropane]